4-fluoro-N-methyl-2-nitro-aniline FC1=CC(=C(NC)C=C1)[N+](=O)[O-]